Racemic-4-chloro-6-fluoro-N-(8-fluoro-6-oxo-1,4,5,6-tetrahydro-2H-pyrano[3,4-c]isoquinolin-1-yl)-N-methyl-1H-indole-2-carboxamide ClC1=C2C=C(NC2=CC(=C1)F)C(=O)N(C)[C@H]1COCC=2NC(C=3C=C(C=CC3C21)F)=O |r|